N-[[6-(6-methylmorpholin-3-yl)imidazo[1,2-a]pyridin-2-yl]methyl]-4-oxo-pyrido[1,2-a]pyrimidine-2-carboxamide CC1OCC(NC1)C=1C=CC=2N(C1)C=C(N2)CNC(=O)C=2N=C1N(C(C2)=O)C=CC=C1